BrC=1C=C(C(=NC1)C=1N=NC(=CC1)OC1CC(NC(C1)(C)C)(C)C)OCOC 3-(5-bromo-3-(methoxymethoxy)pyridin-2-yl)-6-((2,2,6,6-tetramethylpiperidin-4-yl)oxy)pyridazine